OC1=C(CNC2=C(C#N)C=CC=C2)C=CC=C1 2-((2-hydroxybenzyl)amino)benzonitrile